5-(2-fluorobenzyl)-2-methyl-4-(spiro[2.5]octane-6-ylmethyl)-2,4-dihydro-3H-1,2,4-triazol-3-one FC1=C(CC=2N(C(N(N2)C)=O)CC2CCC3(CC3)CC2)C=CC=C1